(S)-N-(1-(2-((tert-butyldimethylsilyl)oxy)ethyl)-4-((4-chloro-3-methyl-phenyl)carbamoyl)piperidin-4-yl)-2-(4-oxo-4-phenylbutanoyl)-1,2,3,4-tetrahydroisoquinoline-3-carboxamide [Si](C)(C)(C(C)(C)C)OCCN1CCC(CC1)(C(NC1=CC(=C(C=C1)Cl)C)=O)NC(=O)[C@H]1N(CC2=CC=CC=C2C1)C(CCC(C1=CC=CC=C1)=O)=O